C(C)(C)(C)NC(C1=CC(=CC=C1)C)=O N-tertiary butyl-3-methylbenzamide